(S)-acenaphthen-1-ylamine [C@@H]1(CC2=CC=CC3=CC=CC1=C23)N